α-cumyl peroxyneodecanate C(CCCCCC(C)(C)C)(=O)OOC(C)(C)C1=CC=CC=C1